COC(C1=C(N=CC=C1)COC1=CC=C(C=C1)C=1N=C(OC1C)CC=1C=NN(C1)C)=O ((4-(5-methyl-2-((1-methyl-1H-pyrazol-4-yl)methyl)oxazol-4-yl)phenoxy)methyl)nicotinic acid methyl ester